CC1=NC(=CC=C1N)N1CCC(CC1)C(F)(F)F 2-methyl-6-(4-(trifluoromethyl)piperidin-1-yl)pyridin-3-amine